N1N=CC(=C1)C1=CC=C(C=C1)NC=1C2=C(N=C(N1)C1=CC=C3C=C(NC3=C1)C(=O)NC1CCC1)C=CS2 6-(4-((4-(1H-pyrazol-4-yl)phenyl)amino)thieno[3,2-d]pyrimidin-2-yl)-N-cyclobutyl-1H-indole-2-carboxamide